Methyl 7-fluoro-4-(4,4,5,5-tetramethyl-1,3,2-dioxaborolan-2-yl)-6-(1-(3-(thiazol-2-yl)propanoyl)-1,2,5,6-tetrahydropyridin-3-yl)-1H-indole-2-carboxylate FC=1C(=CC(=C2C=C(NC12)C(=O)OC)B1OC(C(O1)(C)C)(C)C)C=1CN(CCC1)C(CCC=1SC=CN1)=O